cinnamoyl-ethylmethacrylate C(C=CC1=CC=CC=C1)(=O)C(=C(C(=O)[O-])C)CC